thiophene guanosine-5'-triphosphate P(O)(=O)(OP(=O)(O)OP(=O)(O)O)OC[C@@H]1[C@H]([C@H]([C@@H](O1)N1C=NC=2C(=O)NC(N)=NC12)O)O.S1C=CC=C1